CN(CCN(C(=O)C=1N(C2=CC(=CC=C2C1)NC1=CC=C(C=C1)OC)CC(=O)C1=CC=C(C=C1)OC)C)C N-(2-(dimethylamino)ethyl)-1-(2-(4-methoxyphenyl)-2-oxoethyl)-6-((4-methoxyphenyl)amino)-N-methyl-1H-indole-2-carboxamide